N-(5-((3-cyanophenyl)(cyclopropylmethylamino)methyl)-2-fluorophenyl)-3-(trifluoromethyl)-1H-pyrazole-5-carboxamide C(#N)C=1C=C(C=CC1)C(C=1C=CC(=C(C1)NC(=O)C1=CC(=NN1)C(F)(F)F)F)NCC1CC1